5-([1,1'-biphenyl]-2-yl-4-dibenzofuranylamino)-2-[4-([1,1'-biphenyl]-2-yl-4-dibenzofuranylamino)-1-naphthyl]phenol C1(=C(C=CC=C1)N(C=1C=CC(=C(C1)O)C1=CC=C(C2=CC=CC=C12)N(C1=CC=CC2=C1OC1=C2C=CC=C1)C1=C(C=CC=C1)C1=CC=CC=C1)C1=CC=CC2=C1OC1=C2C=CC=C1)C1=CC=CC=C1